3-(4-chloro-5-(3-(isopropylamino)-7-(pyrrolidin-1-ylmethyl)-1H-pyrazolo[4,3-b]pyridin-5-yl)-1-oxoisoindolin-2-yl)piperidine-2,6-dione ClC1=C2CN(C(C2=CC=C1C1=CC(=C2C(=N1)C(=NN2)NC(C)C)CN2CCCC2)=O)C2C(NC(CC2)=O)=O